(2R,3R)- or (2S,3S)-2-((benzyloxy)methyl)tetrahydrofuran-3-amine C(C1=CC=CC=C1)OC[C@@H]1OCC[C@H]1N |o1:9,13|